N[C@H]1C[C@@H](CCC1)C(=O)OC methyl (1R,3R)-3-aminocyclohexane-1-carboxylate